O[C@@H]1C[C@@H](CCCC1)NC1=NC(=NC=C1C#N)S(=O)(=O)C 4-((1R,3S)-3-hydroxycycloheptylamino)-2-(methylsulfonyl)pyrimidine-5-carbonitrile